L-fucose 1-phosphate C[C@H]1[C@H]([C@H]([C@@H](C(O1)OP(=O)(O)O)O)O)O